NC=1C=CC2=NC3=CC=CC=C3N=C2C1 3-aminophenazine